C(#N)C1=CNC=2N=C(N=C(C21)NC2=C(C=CC=C2)NS(=O)(=O)C)NC=2C=CC1=C(OC[C@@H]3N1CCN(C3)C)C2 (R)-N-(2-((5-cyano-2-((3-methyl-1,2,3,4,4a,5-hexahydrobenzo[b]pyrazino[1,2-d][1,4]oxazin-8-yl)amino)-7H-pyrrolo[2,3-d]pyrimidin-4-yl)amino)phenyl)methanesulfonamide